ClC1=CC=C(C=C1)C=1C(=CC=C(C1)F)C(=O)NC[C@]1(NC(NC1=O)=O)C1CC(C1)(F)F |r| rac-4'-chloro-N-{[4-(3,3-difluorocyclobutyl)-2,5-dioxoimidazolidin-4-yl]methyl}-5-fluoro[biphenyl]-2-carboxamide